amino-7-bromo-5-{[2-(trimethylsilyl)ethoxy]methyl}-5H-pyrrolo[2,3-b]pyrazine-2-carboxylic acid methyl ester COC(=O)C=1N=C2C(=NC1N)N(C=C2Br)COCC[Si](C)(C)C